NCC1CCC(CC1)C(=O)[C@H]1N(C2=CC=CC=C2CC1)C(=O)NC1=CC=C(C(=O)O)C=C1 4-((S)-2-((1r,4r)-4-(aminomethyl)cyclohexane-1-carbonyl)-1,2,3,4-tetrahydroquinoline-1-carboxamido)benzoic acid